tert-Butyl N-[(2-methoxy-1-methyl-ethylidene)amino]carbamate COCC(C)=NNC(OC(C)(C)C)=O